butyl-3-phenylquinoline-2-amine C(CCC)C1=C(C(=NC2=CC=CC=C12)N)C1=CC=CC=C1